3-methyl-4-(1-((octahydrocyclopenta[c]pyrrol-5-yl)methyl)-1H-pyrazol-4-yl)-1H-indazol CC1=NNC2=CC=CC(=C12)C=1C=NN(C1)CC1CC2C(CNC2)C1